3-chloroterephthalaldehyde ClC=1C=C(C=O)C=CC1C=O